6-carbamimidoyl-1-(naphthalen-1-ylmethyl)-1H-indole C(N)(=N)C1=CC=C2C=CN(C2=C1)CC1=CC=CC2=CC=CC=C12